C(C)(C)(C)N1N=NC(=C1)C(=O)O 1-tert-butyl-1,2,3-triazole-4-carboxylic acid